CC1=CC(=NC(=C1C(F)(F)F)C1C(CC=2C(=NC(=NC2C1)OC[C@H]1N(CCC1)C)N1CCNCC1)C)N 4-methyl-6-[6-methyl-2-[[(2S)-1-methylpyrrolidin-2-yl]methoxy]-4-piperazin-yl-5,6,7,8-tetrahydroquinazolin-7-yl]-5-(trifluoromethyl)pyridin-2-amine